ClC1=C(OC=2C=C3C4=C(NC3=CC2)C2(NCC4(C)C)COCC2)C(=CC(=C1)[N+](=O)[O-])Cl 6'-(2,6-Dichloro-4-nitrophenoxy)-4',4'-dimethyl-2',3',4,4',5,9'-hexahydro-2H-spiro[furan-3,1'-pyrido[3,4-b]indole]